2-(6-(1,1'-biphenyl-4-yl)dibenzothiophen-4-yl)-4,6-diphenyl-1,3,5-triazine C1(=CC=C(C=C1)C1=CC=CC=2C3=C(SC21)C(=CC=C3)C3=NC(=NC(=N3)C3=CC=CC=C3)C3=CC=CC=C3)C3=CC=CC=C3